ClC=1C=CC(=C(C1)/C=C/C(=O)OCC)F ethyl (E)-3-(5-chloro-2-fluorophenyl)acrylate